COC=1C=C(C=CC1OCC1=CC=C(C=C1)OC)/C=C/C=O (E)-3-(3-methoxy-4-((4-methoxybenzyl)oxy)phenyl)propenal